N1(C(NCC1)=O)C(=C(C(=O)O)C)CC.ClC1=CC=C(C(=O)NCC2=CC=C(C=C2)C(F)(F)F)C=C1 Para-chloro-N-(4-(trifluoromethyl)benzyl)benzamide imidazolin-2-on-1-yl-ethyl-methacrylate